O1CCNCC(C1)NC1=C2C(=C(N=N1)C1=C(C=C(C=C1)C(F)(F)F)O)C=NC=C2 2-{1-[(1,4-oxaazepan-6-yl)amino]pyrido[3,4-d]pyridazin-4-yl}-5-(trifluoromethyl)phenol